C[C@@]12C(CC[C@H]1[C@@H]1C=CC3=CC(CC[C@]3(C)[C@H]1CC2)=O)=O androsta-4,6-diene-3,17-dione